N[C@@H](CC(=O)O)CC=1C=NC=CC1 (R)-β-amino-4-(3-pyridyl)-butyric acid